ClC1=C(C(=CC=C1)Cl)C#CC=1C=C2CCC(C2=CC1)N1CC(C1)C(=O)O (5-((2,6-dichlorophenyl)-ethynyl)-2,3-dihydro-1H-inden-1-yl)azetidine-3-carboxylic acid